CC(CCCCC1C(=O)OC(C1)=O)CCCCCCCCCCCC 5-methylheptadecanyl-succinic anhydride